O=C1OCCN1C=1C=C(C=CC1)C=1C(=C(C(=O)N)C=CC1)C1NCCC1 (3-(2-oxooxazolidin-3-yl)phenyl)-2-(pyrrolidin-2-yl)benzamide